(1-(N-(2-(Dinonylamino)ethyl)-N-nonylglycyl)pyrrolidin-3-yl)methyldinonylglycinate C(CCCCCCCC)N(CCN(CC(=O)N1CC(CC1)CC(N(CCCCCCCCC)CCCCCCCCC)C(=O)[O-])CCCCCCCCC)CCCCCCCCC